OC1=C(C=C(C(=C1)S(=O)(=O)O)O)CS(=O)(=O)CC1=CC(=C(C=C1O)S(=O)(=O)O)O 4-((2,5-dihydroxy-4-sulfophenyl)methylsulfonylmethyl)-2,5-dihydroxybenzenesulfonic acid